C(C)C=1C(NC=2C=C(C=NC2C1)C(=O)[O-])=C=O 7-ethyl-6-carbonyl-5,6-dihydro-1,5-naphthyridine-3-carboxylate